C(C)OC1=C(C=C2C(=NC=NC2=C1)C=1C(=NN(C1)CC)C1=CC=CC=C1)[C@H](C)O (S)-1-(7-ethoxy-4-(1-ethyl-3-phenyl-1H-pyrazol-4-yl)quinazolin-6-yl)ethan-1-ol